1-(3'-hydroxypropyl)-3-octyl-imidazole tetrafluoroborate F[B-](F)(F)F.OCCCN1CN(C=C1)CCCCCCCC